CC=1C2=C(OC1C(=O)NCCN1CCCCC1)C1=CC=CC=C1C(C2=O)=O 3-methyl-4,5-dioxo-N-(2-(piperidin-1-yl)ethyl)-4,5-dihydronaphtho[1,2-b]furan-2-carboxamide